(R)-1-(6-(6-(2-(3-fluorophenyl)pyrrolidin-1-yl)imidazo[1,2-b]pyridazin-3-yl)pyridin-2-yl)azetidine-3-carboxylic acid FC=1C=C(C=CC1)[C@@H]1N(CCC1)C=1C=CC=2N(N1)C(=CN2)C2=CC=CC(=N2)N2CC(C2)C(=O)O